6-chloro-1-((cis)-4-methoxycyclohexyl)-1H-pyrazolo[3,4-d]pyrimidine ClC1=NC=C2C(=N1)N(N=C2)[C@@H]2CC[C@@H](CC2)OC